4-isobutyl-5,11-dihydro-4H-3,4,10,11-tetraazadibenzo[cd,h]azulene C(C(C)C)N1CC2=C3C(C=CC3=C3C(C=C2)=CC=NN3)=N1